1-benzylcyclobutyl ((S)-1-(((S)-4-amino-3,4-dioxo-1-((S)-2-oxopyrrolidin-3-yl) butan-2-yl)amino)-4-methyl-1-oxopentan-2-yl)carbamate NC(C([C@H](C[C@H]1C(NCC1)=O)NC([C@H](CC(C)C)NC(OC1(CCC1)CC1=CC=CC=C1)=O)=O)=O)=O